CN1N=C(C(=C1OCCN(C(OC(C)(C)C)=O)C)C=1C=C2C(=CN1)N(N=C2C=C)C2OCCCC2)C tert-butyl N-[2-[2,5-dimethyl-4-(1-tetrahydropyran-2-yl-3-vinyl-pyrazolo[3,4-c]pyridin-5-yl)pyrazol-3-yl]oxyethyl]-N-methyl-carbamate